FC1=C(C(=CC(=C1)OC)F)[C@H]1[C@@H](C(NC1)=O)NC1=NN=C(O1)C1=CC=C(OC2=CC=C(C#N)C=C2)C=C1 4-[4-(5-{[(3S,4R)-4-(2,6-difluoro-4-methoxyphenyl)-2-oxopyrrolidin-3-yl]amino}-1,3,4-oxadiazol-2-yl)phenoxy]benzonitrile